1-(2,6-bis(benzyloxy)pyridin-3-yl)-3-methyl-5-(piperazin-1-yl)-1H-benzo[d]imidazol-2(3H)-one C(C1=CC=CC=C1)OC1=NC(=CC=C1N1C(N(C2=C1C=CC(=C2)N2CCNCC2)C)=O)OCC2=CC=CC=C2